benzyl (S)-2-hydroxyhexanoate O[C@H](C(=O)OCC1=CC=CC=C1)CCCC